NC=1C=2N(C(=CN1)C1=CCC(CC1)N)C(=NC2C2=CC=C(C1=CC=CC=C21)NC(NC2=C(C=CC(=C2)Cl)C)=O)C 3-{4-[8-amino-5-(4-aminocyclohex-1-en-1-yl)-3-methylimidazo[1,5-a]pyrazin-1-yl]naphthalen-1-yl}-1-(5-chloro-2-methylphenyl)urea